ClC=1C(=C(NC2=C(NC3=C2C(NCC3)=O)C3=C(C=NC=C3)OCC3OCC3)C=CC1)OC 3-(3-chloro-2-methoxyanilino)-2-[3-(oxetan-2-ylmethoxy)pyridin-4-yl]-1,5,6,7-tetrahydro-4H-pyrrolo[3,2-c]pyridin-4-on